bis(2-((2-methyl-3-(octylthio)propanoyl)oxy) ethyl) 4,10,16-tris(3-(2-((2-methyl-3-(octylthio)propanoyl)oxy)ethoxy)-3-oxopropyl)-4,7,10,13,16-pentaazanonadecanedioate CC(C(=O)OCCOC(CCN(CCC(=O)OCCOC(C(CSCCCCCCCC)C)=O)CCNCCN(CCNCCN(CCC(=O)OCCOC(C(CSCCCCCCCC)C)=O)CCC(OCCOC(C(CSCCCCCCCC)C)=O)=O)CCC(OCCOC(C(CSCCCCCCCC)C)=O)=O)=O)CSCCCCCCCC